3,5-di-tert-butylpyrazole C(C)(C)(C)C1=NNC(=C1)C(C)(C)C